ClC1=C(C2=CC(=CC=C2C=C1O)F)O chloro-7-fluoronaphthalene-1,3-diol